(2-(2,6-dioxopiperidin-3-yl)-7-methoxy-3-oxoisoindolin-5-yl)methyl(3-chloro-5-fluorophenyl)carbamate O=C1NC(CCC1N1CC2=C(C=C(C=C2C1=O)OC(N(C1=CC(=CC(=C1)F)Cl)C)=O)OC)=O